NC1=C(C#N)C=CC(=C1N)[N+](=O)[O-] 2,3-diamino-4-nitro-benzonitrile